3,3-dimethylcyclopentanon CC1(CC(CC1)=O)C